N[C@@H]1C2=CC=CC=C2CC12CCN(CC2)C2=CC=C(C=C2C(=C)C2=NNC=C2)N2CCCC2 (S)-6-(1-amino-1,3-dihydrospiro[indene-2,4'-piperidine]-1'-yl)-3-(1-(3-(pyrrolidin-1-yl)phenyl)vinyl)-1H-pyrazole